N2-[4-[4-[(benzylamino)methyl]-1-piperidyl]phenyl]-N4-[2-(6-methyl-2-pyridyl)pyrimidin-4-yl]pyrimidine-2,4-diamine C(C1=CC=CC=C1)NCC1CCN(CC1)C1=CC=C(C=C1)NC1=NC=CC(=N1)NC1=NC(=NC=C1)C1=NC(=CC=C1)C